N-(4-phenylthiazol-2-yl)-2-(p-tolylazo)-2-cyanoacetamide C1(=CC=CC=C1)C=1N=C(SC1)NC(C(C#N)N=NC1=CC=C(C=C1)C)=O